CC1(N(CC2=CC=C(C=C2C1)C=1CCN(CC1)C)C(=O)O)C 3,3-dimethyl-6-(1-methyl-1,2,3,6-tetrahydropyridin-4-yl)-3,4-dihydroisoquinoline-2(1H)-carboxylic acid